N3-(2-(1H-1,2,4-triazol-1-yl)ethyl)-4-(3,5-dimethylisoxazol-4-yl)-N1-phenylbenzene-1,3-diamine N1(N=CN=C1)CCNC=1C=C(C=CC1C=1C(=NOC1C)C)NC1=CC=CC=C1